C(CCC)C1=C(C=CC2=C1COC1=NC(=CC=C12)N1CC(CC1)N)C1=CN=NC(=C1)OC(C)C 7-butyl-1-[8-(6-isopropoxypyridazin-4-yl)-6H-isochromeno[3,4-b]pyridin-3-yl]pyrrolidin-3-amine